ethyl (3R,4R)-1-(4-(7H-pyrrolo[2,3-d]pyrimidin-4-yl)-3,4-dihydro-2H-1,4-thiazine-6-carbonyl)-3-aminopiperidine-4-carboxylate N1=CN=C(C2=C1NC=C2)N2CCSC(=C2)C(=O)N2C[C@@H]([C@@H](CC2)C(=O)OCC)N